(2R,4S)-4-hydroxy-1-[(2S)-2-[4-[[4-(hydroxymethyl)cyclohexoxy]methyl]triazol-1-yl]-3,3-dimethyl-butanoyl]-N-methyl-pyrrolidine-2-carboxamide O[C@H]1C[C@@H](N(C1)C([C@H](C(C)(C)C)N1N=NC(=C1)COC1CCC(CC1)CO)=O)C(=O)NC